C12(CC(C1)C2)NC(=O)C2=CC(=NC=C2C)OC[C@H](C)NS(=O)(=O)C(F)(F)F N-(1-bicyclo[1.1.1]pentanyl)-5-methyl-2-[(2S)-2-(trifluoromethylsulfonylamino)propoxy]pyridine-4-carboxamide